C(C1=CC=CC=C1)[C@H](NC([C@@H](NC([C@@H](NC(C[NH+]1CCOCC1)=O)CCC1=CC=CC=C1)=O)CC(C)C)=O)C(N[C@@H](CC(C)C)C(=O)[C@@]1(OC1)C)=O 4-((4S,7S,10S,13S)-10-benzyl-7-isobutyl-15-methyl-13-((R)-2-methyloxirane-2-carbonyl)2,5,8,11-Tetraoxo-4-phenethyl-3,6,9,12-tetraazahexadecyl)morpholin-4-ium